ClC1=C(C(=O)N)C=CC(=C1)OC[C@@H](CCC1CCN(CC1)C([C@](C(F)(F)F)(C1=CC(=CC=C1)OC)O)=O)C |o1:12,22| 2-chloro-4-((R or S)-2-methyl-4-(1-((S or R)-3,3,3-trifluoro-2-hydroxy-2-(3-methoxyphenyl)propanoyl)piperidin-4-yl)butoxy)benzamide